1-{2-[(2-aminopyridin-4-yl)oxy]ethyl}-4-(oxetan-3-yl)piperazin-2-one NC1=NC=CC(=C1)OCCN1C(CN(CC1)C1COC1)=O